butyl 2-((7-chlorothieno[3,2-b]pyridin-2-yl)methyl)-3-oxopiperazine-1,4-dicarboxylate ClC1=C2C(=NC=C1)C=C(S2)CC2N(CCN(C2=O)C(=O)[O-])C(=O)OCCCC